5-Methyl-1-[[4-[5-(trifluoromethyl)-1,2,4-oxadiazol-3-yl]phenyl]methyl]pyrrolidin-2-on CC1CCC(N1CC1=CC=C(C=C1)C1=NOC(=N1)C(F)(F)F)=O